B([O-])([O-])[O-].C(C1=CC=CC=C1)[NH2+]CC1=CC=CC=C1.C(C1=CC=CC=C1)[NH2+]CC1=CC=CC=C1.C(C1=CC=CC=C1)[NH2+]CC1=CC=CC=C1 dibenzylammonium borate